7-bromo-3-(thiophene-2-carbonyl)-coumarin BrC1=CC=C2C=C(C(OC2=C1)=O)C(=O)C=1SC=CC1